CC(C1=CC=C(C=C1)C(F)(F)F)O alpha-methyl-4-(trifluoromethyl)benzyl alcohol